propyl-methyl-diethoxysilane isocyanate [N-]=C=O.C(CC)[Si](OCC)(OCC)C